CC1=C(C=C(C=C1)C1=C(C=CC=C1)F)C/C(/C(=O)OC)=C\OC methyl (2E)-2-{[2-methyl-5-(2-fluorophenyl)phenyl]methyl}-3-methoxy-2-propenoate